FC=1C=C(C=CC1F)C1(CCNCC1)C#N 4-(3,4-difluorophenyl)piperidine-4-carbonitrile